BrC=1C(=C2C(=NC1)NC(=N2)C2=C(N(C(=C2)C)C=2C=C(C(=O)N(C)CCN(C)C)C=CC2)C)N[C@@H]2CN(CC2)S(=O)(=O)CC (S)-3-(3-(6-bromo-7-((1-(ethyl-sulfonyl)pyrrolidine-3-yl)amino)-3H-imidazo[4,5-b]pyridine-2-yl)-2,5-dimethyl-1H-pyrrol-1-yl)-N-(2-(dimethylamino)ethyl)-N-methylbenzamide